ethyl 2-[3-formyl-4-(2-methylpropyloxy) phenyl]-4-methyl-5-thiazolecarboxylate C(=O)C=1C=C(C=CC1OCC(C)C)C=1SC(=C(N1)C)C(=O)OCC